CC1=CN(C2=CC=C(C=C12)CN1CCCCC1)C(C(=O)N)C 2-[3-methyl-5-(1-piperidylmethyl)indol-1-yl]propanamide